N-(3-((2-((2-methoxyphenyl)amino)-5-(4-(trifluoromethyl)phenyl)pyrimidin-4-yl)oxy)phenyl)acrylamide COC1=C(C=CC=C1)NC1=NC=C(C(=N1)OC=1C=C(C=CC1)NC(C=C)=O)C1=CC=C(C=C1)C(F)(F)F